3-fluoro-N-((1S,4S)-4-((1-methyl-6-oxo-5-(trifluoromethyl)-1,6-dihydropyridazin-3-yl)amino)cyclohexyl)-1-(2,2,2-trifluoroethyl)-1H-pyrazole-4-carboxamide FC1=NN(C=C1C(=O)NC1CCC(CC1)NC1=NN(C(C(=C1)C(F)(F)F)=O)C)CC(F)(F)F